9,9-bis[4-(2,3-epoxypropoxy)phenyl]fluorene C(C1CO1)OC1=CC=C(C=C1)C1(C2=CC=CC=C2C=2C=CC=CC12)C1=CC=C(C=C1)OCC1CO1